2-(1-Ethoxyiminobutyl)-5-[2-(ethylthio)propyl]-3-hydroxycyclohex-2-enon C(C)ON=C(CCC)C=1C(CC(CC1O)CC(C)SCC)=O